COC1=C(C=NC=C1)N1CC2(CC1)C=C(C(C(C2)(C)C)=O)C#N 2-(4-methoxypyridin-3-yl)-9,9-dimethyl-8-oxo-2-azaspiro[4.5]dec-6-ene-7-carbonitrile